N1(CCC1)S(=O)(=O)C=1C=CC2=C(COC3=CC(=C(C=C23)F)CC(C#N)NC(=O)[C@H]2OCCCNC2)C1 (2S)-N-(2-(8-(Azetidin-1-ylsulfonyl)-2-fluoro-6H-benzo[c]chromen-3-yl)-1-cyanoethyl)-1,4-oxazepane-2-carboxamide